CC1(CCCCCC1)O 1-Methyl-cycloheptanol